7-bromo-N5,N5-bis(4-methoxybenzyl)quinazoline-2,5-diamine BrC=1C=C(C=2C=NC(=NC2C1)N)N(CC1=CC=C(C=C1)OC)CC1=CC=C(C=C1)OC